C(C)[C@@H]1N(C[C@H](N(C1)C(C)C1=CC=C(C=C1)CN1CCCCC1)CC)C=1C2=C(N(C(N1)=O)C)C=CC(=N2)C#N 4-((2S,5R)-2,5-diethyl-4-(1-(4-(piperidin-1-ylmethyl)phenyl)ethyl)piperazin-1-yl)-1-methyl-2-oxo-1,2-dihydropyrido[3,2-d]pyrimidine-6-carbonitrile